(S)-7-(3-methoxybenzyl)-6-methyl-2-(5-methyl-2-((1-methyl-1H-pyrazol-5-yl)amino)pyrimidin-4-yl)-6,7-dihydroimidazo[1,2-a]pyrazin-8(5H)-one COC=1C=C(CN2C(C=3N(C[C@@H]2C)C=C(N3)C3=NC(=NC=C3C)NC3=CC=NN3C)=O)C=CC1